1-(2-chloro-4-fluorophenyl)-3-hydroxypropan-2-one ClC1=C(C=CC(=C1)F)CC(CO)=O